C1(CCCCC1)[C@@H](C(=O)N1CCN(CC1)C(=O)C=1N(C2=CC(=C(C=C2C1)F)F)CCOC)NC(=O)[C@H](C)N(C(OC(C)(C)C)=O)C tert-Butyl N-[(1S)-1-{[(1S)-1-cyclohexyl-2-(4-{[5,6-difluoro-1-(2-methoxyethyl)-1H-indol-2-yl]carbonyl}piperazin-1-yl)-2-oxoethyl]carbamoyl}ethyl]-N-methylcarbamate